C=C(CCN1CCCCC1)C(C(CCN1CCCCC1)=C)=C N,N'-(3,4,5-trimethyleneheptane-1,7-diyl)bis(piperidine)